[Bi]=O.[Ag] silver-bismuth oxide